C1(=CC=CC=C1)C[C@H](C(=O)O)O |r| (+/-)-DL-beta-phenyllactic acid